sodium [3-(2-oxazolyl)pyrazol-1-yl]-7-oxo-1,6-diazabicyclo[3.2.1]oct-3-en-6-yl sulfate S(=O)(=O)(ON1C2C=CC(N(C1=O)C2)N2N=C(C=C2)C=2OC=CN2)[O-].[Na+]